tert-butyl ((1R,2R,4R)-2-((tert-butyldimethylsilyl)oxy)-4-hydroxycyclohexyl)carbamate [Si](C)(C)(C(C)(C)C)O[C@H]1[C@@H](CC[C@H](C1)O)NC(OC(C)(C)C)=O